ClC1=CC=C(C(=N1)OC(C(F)F)C)C(F)F 6-chloro-3-(difluoromethyl)-2-(2,2-difluoro-1-methyl-ethoxy)pyridine